CN1N=CC(=C1C)S(=O)(=O)N1CC(OCC1)C1=C(SC2=C1C=CC=C2)C(=O)N(C)C 3-{4-[(1,5-dimethyl-1H-pyrazol-4-yl)sulfonyl]-2-morpholinyl}-N,N-dimethyl-1-benzothiophene-2-carboxamide